triazidobicyclo(4.4.0)dec-5-ene N(=[N+]=[N-])C1(C2(CCCCC2=CCC1)N=[N+]=[N-])N=[N+]=[N-]